(R)-N-(2-(4-Cyanothiazolidin-3-yl)-2-oxoethyl)-6-(2-methylpyridin-3-yl)-quinoline-4-carboxamide C(#N)[C@H]1N(CSC1)C(CNC(=O)C1=CC=NC2=CC=C(C=C12)C=1C(=NC=CC1)C)=O